Silicon aluminum calcium [Ca].[Al].[Si]